3-(1-benzoyl-5-{[(5-chlorothiophen-2-yl)methyl]amino}-4-methyl-1H-pyrazol-3-yl)-1-(dimethylcarbamoyl)-4-methylpyrrolidine-2-carboxylic acid C(C1=CC=CC=C1)(=O)N1N=C(C(=C1NCC=1SC(=CC1)Cl)C)C1C(N(CC1C)C(N(C)C)=O)C(=O)O